CC(CCC(C)C)NC1=CC=C(C=C1)NC(CCC(C)C)C N,N'-di(1,4-dimethylpentyl)-p-phenylenediamine